N-(2-(3-bromobenzyl)-1-(2-hydroxy-2-methylpropanoyl)pyrrolidin-3-yl)ethanesulfonamide BrC=1C=C(CC2N(CCC2NS(=O)(=O)CC)C(C(C)(C)O)=O)C=CC1